1-benzyl-3,5-bis((E)-3-bromobenzylidene)piperidin-4-one C(C1=CC=CC=C1)N1C\C(\C(/C(/C1)=C/C1=CC(=CC=C1)Br)=O)=C/C1=CC(=CC=C1)Br